C(C)OC(CC(=O)C1=C(C=C(C=C1)OC)C([2H])([2H])OC)=O 3-(4-methoxy-2-(methoxymethyl-d2)phenyl)-3-oxo-propionic acid ethyl ester